COC(=O)C1=NC=C(N=C1C)Cl chloro-3-methylpyrazine-2-carboxylic acid methyl ester